C(C1=CC=CC=C1)OC(=O)NC1N(CCCC1CO)C(=O)O.BrC1=C(C=CC=C1)OCC(=C)C 1-bromo-2-((2-methylallyl)oxy)benzene ((benzyloxy)carbonylamino)-3-(hydroxymethyl)piperidine-1-carboxylate